tert-butyl (2R,6S)-4-(2-((trans-4-((1-methoxy-2-methyl-1-oxopropan-2-yl) amino) cyclohexyl) oxy) ethyl)-2,6-dimethylpiperidine-1-carboxylate COC(C(C)(C)N[C@@H]1CC[C@H](CC1)OCCC1C[C@H](N([C@H](C1)C)C(=O)OC(C)(C)C)C)=O